rac-2-{5-[(3-ethoxypyridin-2-yl)oxy]pyridin-3-yl}-N-[(3R,5S)-5-fluoropiperidin-3-yl]pyrimidine-5-carboxamide, trifluoroacetate salt FC(C(=O)O)(F)F.C(C)OC=1C(=NC=CC1)OC=1C=C(C=NC1)C1=NC=C(C=N1)C(=O)N[C@H]1CNC[C@H](C1)F |r|